ethyl 7-amino-6-(naphthalen-1-yl)pyrazolo[1,5-a]pyrimidine-3-carboxylate NC1=C(C=NC=2N1N=CC2C(=O)OCC)C2=CC=CC1=CC=CC=C21